ClC1=C(C(=O)N2CCC(CC2)C(=O)NC2[C@H]3CNC[C@@H]23)C=CC(=C1)NC(=O)C=1N(C(=CN1)C1=C(C(=C(C=C1)OC)F)F)C |r| 1-[2-chloro-4-[[5-(2,3-difluoro-4-methoxy-phenyl)-1-methyl-imidazole-2-carbonyl]amino]benzoyl]-N-[rac-(1S,5R)-3-azabicyclo[3.1.0]hex-6-yl]piperidine-4-carboxamide